Hexane-3-carboxylic acid tert-butyl ester C(C)(C)(C)OC(=O)C(CC)CCC